(R)-1-(7-(8-Ethyl-7-fluoro-3-hydroxynaphthalen-1-yl)-2-(((2R,7aS)-2-fluorotetrahydro-1H-pyrrolizin-7a(5H)-yl)methoxy)pyrido[4,3-d]pyrimidin-4-yl)-3-methylpiperidin-3-ol C(C)C=1C(=CC=C2C=C(C=C(C12)C1=CC=2N=C(N=C(C2C=N1)N1C[C@@](CCC1)(O)C)OC[C@]12CCCN2C[C@@H](C1)F)O)F